4-Butyl-2,5-dimethylbenzene-1,3-diol C(CCC)C1=C(C(=C(C=C1C)O)C)O